[Br-].C(C)(C)(C)OC(C[Zn+])=O [2-(tert-butoxy)-2-oxoethyl]zinc (II) bromide